FC1(CCC(CC1)C(C=1OC2=C(N1)C=C(C=C2)C=O)NC(OCC2=CC=CC=C2)=O)F Benzyl ((4,4-difluorocyclohexyl)(5-formylbenzo[d]oxazol-2-yl)methyl)carbamate